3-(5-(((1R,2S,3S,4S)-3-(3-ethoxyazetidin-1-yl)bicyclo[2.2.1]heptan-2-yl)oxy)-1-oxoisoindolin-2-yl)piperidine-2,6-dione C(C)OC1CN(C1)[C@@H]1[C@H]([C@@H]2CC[C@H]1C2)OC=2C=C1CN(C(C1=CC2)=O)C2C(NC(CC2)=O)=O